2,2'-{1,4,7-triazecane-1,4-diylbis[methylene(2-hydroxy-5-methyl-3,1-phenylene)methyleneoxy]}di(propane-1,3-diol) N1(CCN(CCNCCC1)CC=1C(=C(C=C(C1)C)COC(CO)CO)O)CC=1C(=C(C=C(C1)C)COC(CO)CO)O